decaphenyl heptakis(propyleneoxyisopropyl) octaphosphite P(OC1=CC=CC=C1)(OC1=CC=CC=C1)OCC(C)OC(C)(C)OP(OC1=CC=CC=C1)OC1=CC=CC=C1.P1(OC2=CC=CC=C2)OC(C)(C)OC(COP(OC2=CC=CC=C2)OCC(C)OC(C)(C)O1)C.P1(OC2=CC=CC=C2)OC(C)(C)OC(COP(OC2=CC=CC=C2)OCC(C)OC(C)(C)O1)C.P1(OC2=CC=CC=C2)OC(C)(C)OC(COP(OC2=CC=CC=C2)OCC(C)OC(C)(C)O1)C